N-methyloctyl-D-glucosamine CN[C@H]1C(O)(O[C@@H]([C@H]([C@@H]1O)O)CO)CCCCCCCC